ON[C@]1(C(O)(O[C@@H]([C@H]([C@@H]1O)O)CO)O)O trihydroxyglucosamine